C(CCCCCCCCCC)Cl Undecyl chloride